NC1=C(C=C(N=N1)C1=C(C=CC=C1)O)N1CC(OCC1)C1=CC=C(C=C1)N1CCC(CC1)C(OC)OC 2-(6-Amino-5-(2-(4-(4-(dimethoxymethyl)piperidin-1-yl)phenyl)morpholino)pyridazin-3-yl)phenol